propan-2-one O-benzoyl oxime C(C1=CC=CC=C1)(=O)ON=C(C)C